(3R,5S)-5-(((benzyloxy)carbonyl)amino)-1-(tert-butoxycarbonyl)-piperidine-3-carboxylic acid C(C1=CC=CC=C1)OC(=O)N[C@H]1C[C@H](CN(C1)C(=O)OC(C)(C)C)C(=O)O